OC([C@H](C1=CC=CC=C1)NC(=O)C1=NN2C(C(NC(=C2)C2=CC3=CC=CC=C3C=C2)=O)=C1C(F)(F)F)(C)C N-[(1S)-2-Hydroxy-2-methyl-1-phenylpropyl]-6-(naphthalen-2-yl)-4-oxo-3-(trifluoromethyl)-4,5-dihydropyrazolo[1,5-a]pyrazine-2-carboxamide